6-(3,5-dimethylpyrazol-1-yl)-2-[1-(9-methylpurin-6-yl)piperidin-4-yl]pyridazin-3-one CC1=NN(C(=C1)C)C=1C=CC(N(N1)C1CCN(CC1)C1=C2N=CN(C2=NC=N1)C)=O